1-(4-((4-(4-amino-3-(4-phenoxyphenyl)-1H-pyrazolo[3,4-d]pyrimidin-1-yl)piperidin-1-yl)methyl)-5-fluoropyridin-2-yl)dihydropyrimidine-2,4(1H,3H)-dione NC1=C2C(=NC=N1)N(N=C2C2=CC=C(C=C2)OC2=CC=CC=C2)C2CCN(CC2)CC2=CC(=NC=C2F)N2C(NC(CC2)=O)=O